4-bromo-6-fluoro-indan-5-carbaldehyde BrC1=C2CCCC2=CC(=C1C=O)F